3-fluoro-3,4-dihydrooxathiine 2,2-dioxide FC1S(OC=CC1)(=O)=O